1-pentyl-2-ethylpyrrolium triflate [O-]S(=O)(=O)C(F)(F)F.C(CCCC)[NH+]1C(=CC=C1)CC